Octane-1-yl-methanol C(CCCCCCC)CO